C(C)N(C1=CC(=C(C=C1)C1=C(C=CN=C1)C1=C(C=C(C=C1)N(CC)CC)OCC)OCC)CC bis(4-diethylamino-2-ethoxyphenyl)4-azabenzene